ClC=1C=C(C2=C(C=C(O2)CNC(=O)C=2C3=C(C=NC2)N=CN3C)C1)C(=O)OC Methyl 5-chloro-2-((1-methyl-1H-imidazo[4,5-c]pyridine-7-carboxamido)methyl)benzofuran-7-carboxylate